(R)-(3-carbonyl-isoxazolidin-4-yl)carbamic acid tert-butyl ester C(C)(C)(C)OC(N[C@@H]1C(NOC1)=C=O)=O